ClC1=C(C=C(C(=C1)Cl)OC)NC1=C(C=NC2=CC(=C(C=C12)OC)OCCCN1CCN(CC1)C(CCCOC1=C2C(N(C(C2=CC=C1)=O)C1C(NC(CC1)=O)=O)=O)=O)C#N 4-((2,4-dichloro-5-methoxyphenyl)amino)-7-(3-(4-(4-((2-(2,6-dioxopiperidin-3-yl)-1,3-dioxoisoindolin-4-yl)oxy)butanoyl)piperazin-1-yl)propoxy)-6-methoxyquinoline-3-carbonitrile